C(C)(C)(C)C=1C=C(C=C(C1O)C(C)(C)C)CCC(=O)C(C(N)(N)C(CCC1=CC(=C(C(=C1)C(C)(C)C)O)C(C)(C)C)=O)CCCC bis-(3-(3,5-di-t-butyl-4-hydroxyphenyl)propionyl)hexanediamine